4,4'-dibromo-2,2'-bipyridyl iridium [Ir].BrC1=CC(=NC=C1)C1=NC=CC(=C1)Br